O[C@@H](CC(=O)OCC)CC=C ethyl (R)-3-hydroxy-5-hexenoate